pentylamine oxide C(CCCC)[NH2]=O